(4-bromo-1-cyclopropyl-1H-pyrazol-3-yl)-5-fluoropyridine BrC=1C(=NN(C1)C1CC1)C1=NC=C(C=C1)F